C(CCCCCCCCCCCCCC)SCC ethyl pentadecyl sulfide